4-((3-fluoropyridin-2-yl)thio)-6-(1-((1r,3r)-3-(hydroxymethyl)cyclobutyl)-5-methyl-1H-pyrazol-4-yl)pyrazolo[1,5-a]pyridine-3-carbonitrile FC=1C(=NC=CC1)SC=1C=2N(C=C(C1)C=1C=NN(C1C)C1CC(C1)CO)N=CC2C#N